OC(C=O)CC1=CC(=C(C=C1)O)OC 2-hydroxy-3-(4-hydroxy-3-methoxyphenyl)propanal